α-(2-carboxyethyl)glutaric anhydride C(=O)(O)CCC1C(=O)OC(CC1)=O